6-Chloro-4-((4-ethynyl-2-(N-methylmethylsulfonamido)phenyl)amino)-N-isopropoxynicotinamide ClC1=NC=C(C(=O)NOC(C)C)C(=C1)NC1=C(C=C(C=C1)C#C)N(S(=O)(=O)C)C